C(C(C)C)(=O)OC1=CC=C2C(=CNC2=C1)CCN(C)C 3-(2-(dimethylamino) ethyl)-1H-indol-6-yl isobutyrate